NC=1C=C(C(=O)NC2=CC(=C(C=C2)O)N)C=CC1O 3-amino-N-(3-amino-4-hydroxyphenyl)-4-hydroxybenzamide